C1(CCC1)N1N=CC(=C1)C1=C(C(=O)O)C=C(C=C1)NC(=O)C1(CC1)C1=C(C=CC(=C1)C(F)(F)F)F 2-(1-Cyclobutyl-1H-pyrazol-4-yl)-5-[({1-[2-fluoro-5-(trifluoromethyl)phenyl]cyclopropyl}carbonyl)amino]benzoic acid